C(CCC\C=C/C\C=C/C\C=C/C\C=C/CCCCC)(=O)OCC(OC(CCC\C=C/C\C=C/C\C=C/C\C=C/CCCCC)=O)COC(CCC\C=C/C\C=C/C\C=C/C\C=C/CCCCC)=O glycerol tri-arachidonate